1-benzyl-3,3,5-trimethyl-4-nitro-1,3-dihydro-2,1-benzothiazole 2,2-dioxide C(C1=CC=CC=C1)N1S(C(C2=C1C=CC(=C2[N+](=O)[O-])C)(C)C)(=O)=O